BrC=1SC=C(N1)C(C)(F)F 2-bromo-4-(1,1-difluoroethyl)thiazole